C(#N)CC(=O)N1C[C@@H](CCC1)NC1=C2C(=NC=C1C1=NC=CC(=C1)NS(=O)(=O)C)NC=C2 (R)-N-(2-(4-((1-(2-cyanoacetyl)piperidin-3-yl)amino)-1H-pyrrolo[2,3-b]pyridin-5-yl)pyridin-4-yl)methanesulfonamide